COC(C1=C(C=C(C(=C1)F)C1=CC=CC=2CN(COC21)C(C2=C(C=C(C=C2Cl)Br)Cl)=O)N2C1COCC2CC1)=O 4-[3-(4-Bromo-2,6-dichlorobenzoyl)-2,4-dihydro-1,3-benzoxazin-8-yl]-5-fluoro-2-(3-oxa-8-azabicyclo[3.2.1]oct-8-yl)benzoic acid methyl ester